di-tert-butyl propanedioate C(CC(=O)OC(C)(C)C)(=O)OC(C)(C)C